5-chloro-1'-(2-{[2-(1-hydroxy-2-methylpropan-2-yl)pyrimidin-5-yl]oxy}ethyl)-1,2-dihydrospiro[indole-3,4'-piperidin]-2-one ClC=1C=C2C(=CC1)NC(C21CCN(CC1)CCOC=1C=NC(=NC1)C(CO)(C)C)=O